methyl 2-(((5-methyl-2-oxooxazolidin-5-yl)methoxy)methyl)-6-(trifluoromethyl)nicotinate CC1(CNC(O1)=O)COCC1=C(C(=O)OC)C=CC(=N1)C(F)(F)F